3-(4-methoxy-1H-pyrazol-1-yl)benzoic acid COC=1C=NN(C1)C=1C=C(C(=O)O)C=CC1